C(C)(C)(C)C=1C=C(C=C(C(=O)O)CCCCCCC(C(=O)O)=CC2=CC(=C(C(=C2)C(C)(C)C)O)C(C)(C)C)C=C(C1O)C(C)(C)C.C(C)(C)(C)C=1C=C(CCC(=O)OCCOCCOCCOC(CCC2=CC(=C(C(=C2)C)O)C(C)(C)C)=O)C=C(C1O)C ethylenebis(oxyethylene) bis(3-tert-butyl-4-hydroxy-5-methylhydrocinnamate) hexamethylenebis(3,5-di-tert-butyl-4-hydroxycinnamate)